FC1(CNCC[C@H]1N1CCC2(CCN(CC2)C(=O)OC(C)(C)C)CC1)F Tert-butyl 9-[(4R)-3,3-difluoropiperidin-4-yl]-3,9-diazaspiro[5.5]undecane-3-carboxylate